Cl.N1(N=CC=C1)C(=N)N 1H-pyrazole-1-carboxamidine hydrochloride